(3R)-5-chloro-7-({2,4-difluoro-3-[8-fluoro-2-(piperidin-4-ylamino) quinazolin-6-yl] phenyl} sulfamoyl)-2,3-dihydro-1-benzofuran-3-yl acetate C(C)(=O)O[C@H]1COC2=C1C=C(C=C2S(NC2=C(C(=C(C=C2)F)C=2C=C1C=NC(=NC1=C(C2)F)NC2CCNCC2)F)(=O)=O)Cl